6-chloro-1-((2-(trimethylsilyl)ethoxy)methyl)-1H-pyrrolo[2,3-b]pyridin-3-ylboronic acid ClC1=CC=C2C(=N1)N(C=C2B(O)O)COCC[Si](C)(C)C